2-[2-(4-Benzo[d]isothiazol-3-yl-piperazin-1-ylmethyl)-cyclohexylmethyl]-tetrahydro-pyrrolo[1,2-c]pyrimidine-1,3-dione oxalate C(C(=O)O)(=O)O.S1N=C(C2=C1C=CC=C2)N2CCN(CC2)CC2C(CCCC2)CN2C(N1C(CC2=O)CCC1)=O